FC1=CC=C(C=C1)[C@H]1[C@@H](C1)NCC(C(=O)N1CCN(CC1)C)NC(C1=CC=C(C=C1)N1N=CC=C1)=O N-[3-[[(1R,2S)-2-(4-Fluorophenyl)cyclopropyl]amino]-1-(4-methylpiperazin-1-yl)-1-oxopropan-2-yl]-4-(1H-pyrazol-1-yl)benzamide